C(C)OC(C(F)(F)C1=C(C(=CC=C1)C(C)=N[S@](=O)C(C)(C)C)F)=O (R)-2-(3-(1-((tert-butylsulfinyl)imino)ethyl)-2-fluorophenyl)-2,2-difluoroacetic acid ethyl ester